CSC=1C=C(C=CC1)B(O)O (3-(methylthio)phenyl)boronic acid